(+/-)-3-[3-[4-(2-amino-6-methyl-pyrimidin-4-yl)-1,4-oxazepan-3-yl]-4-chloro-anilino]propan-1-ol NC1=NC(=CC(=N1)N1[C@@H](COCCC1)C=1C=C(NCCCO)C=CC1Cl)C |r|